4-((2-chloro-5-fluorobenzyl)amino)-2-((1-methyl-1H-pyrazol-4-yl)amino)pyrimidin-5-carboxamide ClC1=C(CNC2=NC(=NC=C2C(=O)N)NC=2C=NN(C2)C)C=C(C=C1)F